C(C)C1=CC(=NC2=CC=C3C(=C12)C=NN3)C=3C=NNC3 9-Ethyl-7-(1H-pyrazol-4-yl)-3H-pyrazolo[4,3-f]quinoline